1-((2-butyloctyl) oxy)-1-oxononadecane-10-yl-1-methylpiperidine-4-carboxylate C(CCC)C(COC(CCCCCCCCC(CCCCCCCCC)OC(=O)C1CCN(CC1)C)=O)CCCCCC